FC1=C(C(=C(C(=C1[B-](C1=C(C(=C(C(=C1F)F)F)F)F)(C1=C(C(=C(C(=C1F)F)F)F)F)C1=C(C(=C(C(=C1F)F)F)F)F)F)F)F)F.FC1=C(C(=C(C(=C1[B-](C1=C(C(=C(C(=C1F)F)F)F)F)(C1=C(C(=C(C(=C1F)F)F)F)F)C1=C(C(=C(C(=C1F)F)F)F)F)F)F)F)F.C[NH+](C1=CC=C(C=C1)[NH+](CCCCCCCCCCCCCCCCCC)C)CCCCCCCCCCCCCCCCCC N1,N4-dimethyl-N1,N4-dioctadecylbenzene-1,4-diaminium di(tetrakis(pentafluorophenyl)borate)